C(C1=CC=CC=C1)OC([C@H](C(C)C)N1C(C2(CCN(C2)C(=O)[O-])CC1)=O)=O 7-[(2S)-1-(benzyloxy)-3-methyl-1-oxobutan-2-yl]-6-oxo-2,7-diazaspiro[4.4]nonane-2-carboxylate